(2R,4R)-1-(2-chloro-6-fluorobenzyl)-4-((3-fluoro-6-((5-methyl-1H-pyrazol-3-yl)amino)pyridin-2-yl)methyl)-2-methylpiperidine ClC1=C(CN2[C@@H](C[C@@H](CC2)CC2=NC(=CC=C2F)NC2=NNC(=C2)C)C)C(=CC=C1)F